N(=[N+]=[N-])C[C@H](COCCOCCOC(C)(C)C)NC(OCC1C2=CC=CC=C2C=2C=CC=CC12)=O (9H-fluoren-9-yl)methyl (R)-(1-azido-3-(2-(2-(tert-butoxy)ethoxy)ethoxy)propan-2-yl)carbamate